N-[1-[5-bromo-2-(5-cyano-2-pyridinyl)-1,2,4-triazol-3-yl]ethyl]-3-(trifluoromethyl)-5-(trifluoromethylsulfanyl)benzamide BrC=1N=C(N(N1)C1=NC=C(C=C1)C#N)C(C)NC(C1=CC(=CC(=C1)SC(F)(F)F)C(F)(F)F)=O